tert-butyl ((1S)-2-[methoxy(methyl)amino]-2-oxo-1-{[(3S)-2-oxopyrrolidin-3-yl]methyl} ethyl)carbamate CON(C([C@H](C[C@H]1C(NCC1)=O)NC(OC(C)(C)C)=O)=O)C